(3-(dimethylamino)propyl)-2,4,6-trimethylbenzene CN(CCCC1=C(C=C(C=C1C)C)C)C